NC=1C=C(C=CC1)CN1N=CC2=C(C1=O)N(C1=C2SC(=C1)S(=O)C)C 6-[(3-Aminophenyl)methyl]-4,6-dihydro-4-methyl-2-(methylsulfinyl)-5H-thieno[2',3':4,5]pyrrolo[2,3-d]pyridazin-5-one